C(C)(C)(C)OC1=NC(=CC(=C1)N1[C@@H](COCC1)C)N1C(CN(CC1)S(=O)(=O)CCOC)C(F)(F)F (3R)-4-[2-tert-butoxy-6-[4-(2-methoxyethylsulfonyl)-2-(trifluoromethyl)piperazin-1-yl]-4-pyridinyl]-3-methyl-morpholine